amino-1-butanesulfonic acid NC(CCC)S(=O)(=O)O